2-((5-Nitropyrimidin-2-yl)oxy)ethanol [N+](=O)([O-])C=1C=NC(=NC1)OCCO